tert-butyl (tert-butoxycarbonyl)(7-(3-((3,3-difluoro-4-(4-fluorophenyl)-4-((triethylsilyl)oxy)pentyl)oxy)-2-fluorophenyl)-[1,2,4]triazolo[1,5-a]pyridin-2-yl)carbamate C(C)(C)(C)OC(=O)N(C(OC(C)(C)C)=O)C1=NN2C(C=C(C=C2)C2=C(C(=CC=C2)OCCC(C(C)(O[Si](CC)(CC)CC)C2=CC=C(C=C2)F)(F)F)F)=N1